(R)-4-(1-(4-Oxo-5,6,7,8-tetrahydropyrido[4',3':4,5]thieno[2,3-d]pyrimidin-3(4H)-yl)ethyl)benzonitrile O=C1C2=C(N=CN1[C@H](C)C1=CC=C(C#N)C=C1)SC1=C2CCNC1